NC(C(=O)O)CCC#C 2-amino-5-hexynoic acid